tert-butyl (1R,5S)-3-(7-chloro-8-fluoro-2-(((R)-2-(methoxycarbonyl)-1-methylpyrrolidin-2-yl)methoxy)pyrido[4,3-d]pyrimidin-4-yl)-3,8-diazabicyclo[3.2.1]octane-8-carboxylate ClC1=C(C=2N=C(N=C(C2C=N1)N1C[C@H]2CC[C@@H](C1)N2C(=O)OC(C)(C)C)OC[C@@]2(N(CCC2)C)C(=O)OC)F